O1CCC(CC1)NC1=C2C=C(N(C2=CC=C1)CC(F)(F)F)C1=NOC(=N1)CNC(=O)C1CC1 N-((3-(4-((tetrahydro-2H-pyran-4-yl)amino)-1-(2,2,2-trifluoroethyl)-1H-indol-2-yl)-1,2,4-oxadiazol-5-yl)methyl)cyclopropanecarboxamide